1,2,5,6,9,10-hexabromo-cyclododecane BrC1C(CCC(C(CCC(C(CC1)Br)Br)Br)Br)Br